1-[(3S)-4-(3-chloro-4-fluoro-phenyl)-3-methyl-piperazin-1-yl]-2-methoxy-pentane-1,4-dione ClC=1C=C(C=CC1F)N1[C@H](CN(CC1)C(C(CC(C)=O)OC)=O)C